endo-methyl 7-benzoyl-2-azabicyclo[2.2.2]oct-5-ene-2-carboxylate C(C1=CC=CC=C1)(=O)C1C2N(CC(C=C2)C1)C(=O)OC